6-(trifluoromethyl)-[1,2,4]triazolo[1,5-a]pyridin-2-amine FC(C=1C=CC=2N(C1)N=C(N2)N)(F)F